4,6-DICHLORO-1-TETRAHYDROPYRAN-4-YL-PYRAZOLO[3,4-D]PYRIMIDINE ClC1=C2C(=NC(=N1)Cl)N(N=C2)C2CCOCC2